1-(4-(2-(2,8-dimethyl-[1,2,4]triazolo[1,5-a]pyridin-6-yl)-3-isopropyl-1H-indol-5-yl)piperidin-1-yl)-2-(dimethylamino)ethan-1-one CC1=NN2C(C(=CC(=C2)C=2NC3=CC=C(C=C3C2C(C)C)C2CCN(CC2)C(CN(C)C)=O)C)=N1